Cl.C[Si]1(CCC(CC1)N)C 1,1-dimethylsilinan-4-amine, hydrochloride